(R)-2-((5Z,8Z,11Z,14Z,17Z)-icosa-5,8,11,14,17-pentaenyloxy)butanoic acid C(CCC\C=C/C\C=C/C\C=C/C\C=C/C\C=C/CC)O[C@@H](C(=O)O)CC